NC/C(/CN1N=CN(C1=O)CC=1SC(=CC1)C1=CC(=CC=C1)C1=NOC=N1)=C\F 2-[(2E)-2-(aminomethyl)-3-fluoroprop-2-en-1-yl]-4-(5-[3-(1,2,4-oxadiazol-3-yl)phenyl]thiophen-2-ylmethyl)-2,4-dihydro-3H-1,2,4-triazol-3-one